4-hydroxybutyl (2-methoxyphenyl) carbonate C(OCCCCO)(OC1=C(C=CC=C1)OC)=O